BrC1=C(C=C(C=O)C=C1OC)OC 4-Bromo-3,5-dimethoxybenzaldehyde